N-acetyl-penicillamine methyl ester COC([C@@H](NC(C)=O)C(C)(C)S)=O